rac-(2R,3s,5R)-3-(4-fluoro-2-methoxyphenyl)-5-methyl-N-(2-(methylsulfonyl)pyridin-4-yl)-5-(trifluoromethyl)tetrahydrofuran-2-carboxamide di(3-methyl-3-methoxybutyl)peroxydicarbonate CC(CCOC(=O)OOC(=O)OCCC(C)(OC)C)(C)OC.FC1=CC(=C(C=C1)[C@H]1[C@@H](O[C@](C1)(C(F)(F)F)C)C(=O)NC1=CC(=NC=C1)S(=O)(=O)C)OC |r|